CCCC(CCCCCCCCCC(CCCCCC)O)O eicosane-4,14-diol